(2S,4S)-2-((4-(8-(1,3,4-oxadiazol-2-yl)-2-(perfluoroethyl)imidazo[1,2-a][1,8]naphthyridin-4-yl)benzyl)oxy)-4-(3-chlorophenyl)-1,3,2-dioxaphosphinane 2-oxide O1C(=NN=C1)C=1N=C2N(C=3N=C(C=C(C3C=C2)C2=CC=C(CO[P@@]3(OCC[C@H](O3)C3=CC(=CC=C3)Cl)=O)C=C2)C(C(F)(F)F)(F)F)C1